di-tert-butyl ((butane-1,4-diylbis(azanediyl))bis(2-methylbutane-4,2-diyl))dicarbamate C(CCCNCCC(C)(C)NC(OC(C)(C)C)=O)NCCC(C)(C)NC(OC(C)(C)C)=O